N-methyl-2-({2-[(4-{1-[2-(1,4-oxazin-4-yl)ethyl]pyrazol-3-yl}phenyl)amino]-5-(trifluoromethyl)pyrimidin-4-yl}amino)benzamide CNC(C1=C(C=CC=C1)NC1=NC(=NC=C1C(F)(F)F)NC1=CC=C(C=C1)C1=NN(C=C1)CCN1C=COC=C1)=O